1,2,3,6-tetrahydrophthalic Acid C(C1C(C(=O)O)CC=CC1)(=O)O